mono-4-n-propyl-4-heptyl ether C(CC)C(CCC)(CCC)OC(CCC)(CCC)CCC